C(=CC)C1=CC=C(N)C=C1 4-propen-1-yl-aniline